C(CCCCCCC)C(=O)CCCCCCCCCCCCCCCC n-Hexadecyl octyl ketone